2-isopentyl-2-isopropylpropane-1,3-diol C(CC(C)C)C(CO)(CO)C(C)C